N-(2-(4-Methyl-1,4-diazepan-1-yl)-5-(3'-methyl-2'-oxo-2',3'-dihydrospiro[cyclopropane-1,1'-pyrrolo[2,3-c]quinolin]-8'-yl)pyridin-3-yl)benzenesulfonamide CN1CCN(CCC1)C1=NC=C(C=C1NS(=O)(=O)C1=CC=CC=C1)C1=CC=2C3=C(C=NC2C=C1)N(C(C31CC1)=O)C